8-(1,1-difluoro-5-azaspiro[2.4]heptan-5-yl)-N-(1-(methylsulfonyl)piperidin-4-yl)pyrido[3,4-d]pyrimidin-2-amine FC1(CC12CN(CC2)C2=NC=CC1=C2N=C(N=C1)NC1CCN(CC1)S(=O)(=O)C)F